C(C)(C)C=1C=CC(=C(C1)C=1C2=C(C(N(C1)C)=O)NC=C2)OC2=CC(=CC=C2)CCCN2CCNCC2 4-[5-isopropyl-2-[3-(3-piperazin-1-ylpropyl)phenoxy]phenyl]-6-methyl-1H-pyrrolo[2,3-c]pyridin-7-one